C1(CC1)CC=1N(C(=CC1C=1SC=C(N1)C(=O)O)C1=CC(=CC=C1)C#CC=1SC(=CC1)C)CC1=CC(=C(C(=C1)F)S(N)(=O)=O)F 2-(2-(cyclopropylmethyl)-1-(3,5-difluoro-4-sulfamoylbenzyl)-5-(3-((5-methylthiophen-2-yl)ethynyl)phenyl)-1H-pyrrol-3-yl)thiazole-4-carboxylic acid